4-((3-chloroquinolin-5-yl)amino)piperidine-1-carboxylic acid tert-butyl ester C(C)(C)(C)OC(=O)N1CCC(CC1)NC1=C2C=C(C=NC2=CC=C1)Cl